2-[4-[(3S)-3-(2-cyanothiazol-4-yl)isoxazolidine-2-carbonyl]-1-piperidinyl]pyrimidine-4-carboxamide C(#N)C=1SC=C(N1)[C@H]1N(OCC1)C(=O)C1CCN(CC1)C1=NC=CC(=N1)C(=O)N